4-(4-bromo-2,6-dioxo-3,6-dihydropyrimidin-1(2H)-yl)-5-methoxy-2-(2-methylphenoxy)benzonitrile BrC=1NC(N(C(C1)=O)C1=CC(=C(C#N)C=C1OC)OC1=C(C=CC=C1)C)=O